triphenylsulfonium 2-hydroxy-4-(methoxycarbonyl)benzenesulfonate OC1=C(C=CC(=C1)C(=O)OC)S(=O)(=O)[O-].C1(=CC=CC=C1)[S+](C1=CC=CC=C1)C1=CC=CC=C1